C(C)C1C(N(NC1=C=O)C1=NC=CC=C1Cl)=O ethyl-2-(3-chloro-2-pyridyl)-5-carbonylpyrazolone